ClC=1C=NC(=NC1C)C(=O)O 5-chloro-6-methylpyrimidine-2-carboxylic acid